C(C)(C)NC(O[C@H]1C[C@H](CC1)C=1NN=C(C1)NC(=O)C=1N(N=C(C1)C#CC1=C(C(=CC=C1)OCC1=CC=C(C=C1)OC)C1OCCO1)C)=O (1R,3S)-3-[5-(5-{2-[2-(1,3-dioxolan-2-yl)-3-[(4-methoxyphenyl)methoxy] phenyl]ethynyl}-2-methylpyrazole-3-amido)-2H-pyrazol-3-yl]cyclopentyl N-isopropylcarbamate